NC=1NC2=CC=C(C=C2C1C(=O)OCC)N1CCN(CC1)C(=O)OC(C)(C)C ethyl 2-amino-5-(4-(tert-butoxycarbonyl)piperazin-1-yl)-1H-indole-3-carboxylate